CS(=O)(=O)OCC(CO[Si](C1=CC=CC=C1)(C1=CC=CC=C1)C(C)(C)C)(C)N(C)C 3-((tert-butyldiphenylsilyl) oxy)-2-(dimethylamino)-2-methylpropyl methanesulfonate